3-(1-ethylpyrazol-4-yl)-7,8-dihydro-5H-1,6-naphthyridine C(C)N1N=CC(=C1)C=1C=NC=2CCNCC2C1